NICKEL-CHROMIUM-IRON-ALUMINUM [Al].[Fe].[Cr].[Ni]